C1(=CC=CC=C1)CS(=O)(=O)OC1=C(OC(C1=O)([2H])C=1C=NC(=CC1)C(F)(F)F)N 2-amino-4-oxo-5-(6-(trifluoromethyl)pyridin-3-yl)-4,5-dihydrofuran-3-yl-5-d phenylmethanesulfonate